tert-butyl 3-{4-[6-amino-8-oxo-7-(4-phenoxyphenyl) purin-9-yl] piperidin-1-yl}-[1,3'-biazetidine]-1'-carboxylate NC1=C2N(C(N(C2=NC=N1)C1CCN(CC1)C1CN(C1)C1CN(C1)C(=O)OC(C)(C)C)=O)C1=CC=C(C=C1)OC1=CC=CC=C1